CC1=NC=2NCCCC2C=C1CCN1N=CC(=C1)C(=O)NC[C@@H](C(=O)O)NS(=O)(=O)C1=C(C=C(C=C1C)C)C (S)-3-(1-(2-(2-methyl-5,6,7,8-tetrahydro-1,8-naphthyridin-3-yl)ethyl)-1H-pyrazole-4-carboxamido)-2-((2,4,6-trimethylphenyl)sulphonamido)propanoic acid